N1(CCC1)C(=O)N Azetidine-1-carboxamide